3-methoxy-2-(3-methoxy-4-(3-(piperidin-1-yl)propoxy)phenyl)-1-methylquinolin-4(1H)-one COC1=C(N(C2=CC=CC=C2C1=O)C)C1=CC(=C(C=C1)OCCCN1CCCCC1)OC